ClC1=C2C(=CNC2=C(C=C1)NS(=O)(=O)C=1C=NN(C1)CC1CC1)C#N N-(4-Chloro-3-cyano-1H-indol-7-yl)-1-(cyclopropylmethyl)pyrazol-4-sulfonamid